Cl.S1C=2N(C=C1)C=CN2 Imidazo[2,1-b]Thiazole hydrochloride